1-(benzothien-5-yl)-N-methylpropan-2-amine S1C=CC2=C1C=CC(=C2)CC(C)NC